4-(2-azaspiro[3.4]oct-6-yl)amino-6-fluoroquinoline hydrochloride Cl.C1NCC12CC(CC2)NC2=CC=NC1=CC=C(C=C21)F